CN1CCC(CC1)(C)CC=1SC2=C(N1)C=C(C=C2)[C@@H]2N(C[C@H](CC2)C)C(C(=O)NC=2C=NC(=C(C(=O)N)C2)OC)=O 5-(2-((2R,5S)-2-(2-((1,4-dimethylpiperidin-4-yl)methyl)benzo[d]thiazol-5-yl)-5-methylpiperidin-1-yl)-2-oxoacetamido)-2-methoxynicotinamide